C(C)N(CCNC(=O)C=1C(=C(NC1C)\C=C\1/C(NC2=CC(=CC=C12)C(=O)NCC1CCOCC1)=O)C)CC (Z)-3-((4-((2-(diethylamino)ethyl)carbamoyl)-3,5-dimethyl-1H-pyrrol-2-yl)methylene)-2-oxo-N-((tetrahydro-2H-pyran-4-yl)methyl)indole-6-carboxamide